CC1=NC=2CCCCC2C(=N1)NC=1C(=NNC1)C(=O)NC1=CC=C(C=C1)N1CCNCC1 4-((2-methyl-5,6,7,8-tetrahydroquinazolin-4-yl)amino)-N-(4-(piperazin-1-yl)phenyl)-1H-pyrazole-3-carboxamide